5-(2-[4-(2-tert-Butylphenyl)piperazin-1-yl]-2-oxoethyl)imidazolidine-2,4-dione C(C)(C)(C)C1=C(C=CC=C1)N1CCN(CC1)C(CC1C(NC(N1)=O)=O)=O